O=C1N(C(C=2C1=CC=1N=C3C(=NC1C2)CC/C=C/CC3)=O)CC(=O)O (E)-2-(1,3-dioxo-1,3,6,7,10,11-hexahydro-2H-cycloocta[b]pyrrolo[3,4-g]quinoxalin-2-yl)acetic acid